COC1=C(C=NC=C1)C1=CC2=C(C(=N1)C)C=NN2C2=CC(=CC(=N2)OCC(C)N)N2[C@@H]([C@H](C2)CS(=O)(=O)C)C 1-((6-(6-(4-methoxypyridin-3-yl)-4-methyl-1H-pyrazolo[4,3-c]pyridin-1-yl)-4-((2R,3S)-2-methyl-3-((methylsulfonyl)methyl)azetidin-1-yl)pyridin-2-yl)oxy)propan-2-amine